C(C)OCCOCCOC=C(C1=CC=C(C=C1)C)C1=CC=C(C=C1)C 4,4'-(2-(2-(2-ethoxyethoxy)ethoxy)ethene-1,1-diyl)bis(methylbenzene)